(E)-3-(3-bromo-1-(3-chloro-2-pyridinyl)-1H-pyrazol-5-yl)-2-fluoroacrylate BrC1=NN(C(=C1)/C=C(\C(=O)[O-])/F)C1=NC=CC=C1Cl